1-(3-(4-chloro-3,5-dimethylphenoxy)propyl)-4-(cyclopentylsulfonyl)-3,5-dimethyl-1H-pyrrole-2-carboxylic acid ClC1=C(C=C(OCCCN2C(=C(C(=C2C)S(=O)(=O)C2CCCC2)C)C(=O)O)C=C1C)C